C(C)(C)(C)C1=NN2C(N(C(C3=C2N=CC=C3C(F)(F)F)=O)CC(=O)NC3=NC=C(C=C3)F)=C1 2-(2-(Tert-butyl)-5-oxo-6-(trifluoromethyl)pyrazolo[1,5-a]pyrido[3,2-e]pyrimidin-4(5H)-yl)-N-(5-fluoropyridin-2-yl)acetamide